2-[(1R*,2S*)-2-(4-chlorophenyl)-2-hydroxy-1-(pyridazin-3-yl)ethyl]-6-[5-(difluoromethyl)-1,3,4-oxadiazol-2-yl]-2,3-dihydro-1H-isoindol-1-one ClC1=CC=C(C=C1)[C@@H]([C@@H](C=1N=NC=CC1)N1C(C2=CC(=CC=C2C1)C=1OC(=NN1)C(F)F)=O)O |o1:7,8|